(E)-3-(2,6-dichloro-3,5-dimethoxyphenyl)-1-(1-(4-(dimethylamino)but-2-enoyl)piperidin-4-yl)-7-(pyridin-4-ylamino)-3,4-dihydropyrimido[4,5-d]pyrimidin-2(1H)-one ClC1=C(C(=C(C=C1OC)OC)Cl)N1C(N(C2=NC(=NC=C2C1)NC1=CC=NC=C1)C1CCN(CC1)C(\C=C\CN(C)C)=O)=O